N-[1-chloro-2-(4-fluorophenyl)-2-oxoethyl]formamide ClC(C(=O)C1=CC=C(C=C1)F)NC=O